C(C)(C)(C)C1=C(C=CC=2N(C3=CC=C(C=C3C(C12)(C)C)CO)C(=O)O)Br.BrC1=CC=2C(C3=CC(=CC=C3N(C2C=C1)C(=O)OC(C)(C)C)CO)(C)C tert-butyl 2-bromo-7-(hydroxymethyl)-9,9-dimethylacridine-10(9H)-carboxylate {tert-butyl 2-bromo-7-(hydroxymethyl)-9,9-dimethylacridine-10(9H)-carboxylate}